N-(1-(2-(2,4-dichlorophenyl)acetyl)-1,2,3,4-tetrahydroquinolin-7-yl)-2,3-dihydrobenzo[b][1,4]dioxin-6-sulfonamide ClC1=C(C=CC(=C1)Cl)CC(=O)N1CCCC2=CC=C(C=C12)NS(=O)(=O)C1=CC2=C(OCCO2)C=C1